ClC1=C(C(=C(C=C1OC)OC)Cl)C1=CC2=C(N=C(N=C2)N[C@H]2[C@H](COC2)NC(C=C)=O)C(=N1)NCCCN(C)C N-((3R,4S)-4-((6-(2,6-dichloro-3,5-di-methoxyphenyl)-8-((3-(dimethylamino)propyl)amino)pyrido[3,4-d]pyrimidin-2-yl)amino)tetrahydrofuran-3-yl)acrylamide